2-{3'-Hydroxymethyl-1-methyl-5-[5-(4-oxetan-3-yl-piperazin-1-yl)-pyridin-2-ylamino]-6-oxo-1,6-dihydro-[3,4']bipyridinyl-2'-yl}-2,3,5,6,7,8-hexahydro-4H-2,4b-diaza-fluoren-1-one OCC=1C(=NC=CC1C1=CN(C(C(=C1)NC1=NC=C(C=C1)N1CCN(CC1)C1COC1)=O)C)N1C(C=2C=C3CCCCN3C2CC1)=O